Phenylurethan CCOC(=O)NC1=CC=CC=C1